6-tert-butyl-4-(2-chloro-6-(trifluoromethoxy)phenoxy)-5-(3,4-dichlorophenyl)thieno[2,3-d]pyrimidine C(C)(C)(C)C1=C(C2=C(N=CN=C2OC2=C(C=CC=C2OC(F)(F)F)Cl)S1)C1=CC(=C(C=C1)Cl)Cl